5-bromo-2-(pyridin-4-yl)pyrido[3,4-d]pyrimidin-4(3H)-one BrC1=CN=CC=2N=C(NC(C21)=O)C2=CC=NC=C2